BrCC1=NC2=CC=CC(=C2C=C1C(=O)OCC)F Ethyl 2-(bromomethyl)-5-fluoro-quinoline-3-carboxylate